(S)-2-(3-((6-(cyclopropylamino)pyrazin-2-yl)oxy)pyrrolidin-1-yl)-N-(3-(2-((1,5-dimethyl-1H-pyrazol-3-yl)amino)-5-methylpyrimidin-4-yl)-1H-indol-7-yl)acetamide C1(CC1)NC1=CN=CC(=N1)O[C@@H]1CN(CC1)CC(=O)NC=1C=CC=C2C(=CNC12)C1=NC(=NC=C1C)NC1=NN(C(=C1)C)C